Benzene-1,3,5-tricarboxamide C1(=CC(=CC(=C1)C(=O)N)C(=O)N)C(=O)N